2-(4-methoxyphenyl)-ethyl methacrylate C(C(=C)C)(=O)OCCC1=CC=C(C=C1)OC